Tert-butyl 7-(1-methoxy-1,3-dioxopentan-2-yl)-3,7-diazabicyclo[4.2.0]octane-3-carboxylate COC(C(C(CC)=O)N1C2CCN(CC2C1)C(=O)OC(C)(C)C)=O